C(C)(=O)NC=1C=C(CC[C@@H]2O[C@@H](C(C([C@@]2(C(=O)OC)C)=O)=C)C)C=CC1 |r| (±)-methyl (2S,3R,6R)-2-(3-acetamidophenethyl)-3,6-dimethyl-5-methylene-4-oxotetrahydro-2H-pyran-3-carboxylate